2-[[2-chloro-5-(5-methylimidazol-1-yl)phenyl]methylamino]-5-propyl-4H-[1,2,4]triazolo[1,5-a]pyrimidin-7-one ClC1=C(C=C(C=C1)N1C=NC=C1C)CNC1=NN2C(NC(=CC2=O)CCC)=N1